4-((2S,5R)-4-(bis(4-fluorophenyl)methyl)-2,5-dimethylpiperazin-1-yl)-1-methyl-7-(((S)-tetrahydrofuran-2-yl)methyl)-1,7-dihydro-2H-pyrrolo[2,3-d]pyrimidin-2-one FC1=CC=C(C=C1)C(N1C[C@@H](N(C[C@H]1C)C=1C2=C(N(C(N1)=O)C)N(C=C2)C[C@H]2OCCC2)C)C2=CC=C(C=C2)F